1,2,3,4,5,6-hexanhexol C(C(C(C(C(CO)O)O)O)O)O